2-(4-(phenylmethoxy)benzoyl)hydrazine-1-thiocarboxamide C1(=CC=CC=C1)COC1=CC=C(C(=O)NNC(N)=S)C=C1